N-(2-fluoro-5-(7-((4-methoxybenzyl)(methyl)amino)-1,6-naphthyridin-3-yl)-4-methylphenyl)-2-(1-fluorocyclopropyl)isonicotinamide FC1=C(C=C(C(=C1)C)C=1C=NC2=CC(=NC=C2C1)N(C)CC1=CC=C(C=C1)OC)NC(C1=CC(=NC=C1)C1(CC1)F)=O